C(C)(C)(C)OC(=O)N1CCN(CC1)C1=CC=C(C=N1)NC1=NC=C2C(=N1)N(N=C2NC=2C(=NC=C(C(=O)O)C2)C)C 5-((6-((6-(4-(tert-butoxycarbonyl)piperazin-1-yl)pyridin-3-yl)amino)-1-methyl-1H-pyrazolo[3,4-d]pyrimidin-3-yl)amino)-6-methylnicotinic acid